1-isopropylamino-propan-2-ol C(C)(C)NCC(C)O